Triphenylbenzyl-Phosphorus Bromide C1(=CC=CC=C1)P(CC1=CC=CC=C1)(C1=CC=CC=C1)(C1=CC=CC=C1)Br